3-isopropyl-N-(piperidin-4-yl)-5-(trifluoromethyl)pyrazolo[1,5-a]pyrimidin-7-amine C(C)(C)C=1C=NN2C1N=C(C=C2NC2CCNCC2)C(F)(F)F